ClC1=C(C=2N=C(N=CC2C(=N1)N1[C@H](CC1)C)SC)F (S)-7-chloro-8-fluoro-5-(2-methylazetidin-1-yl)-2-(methylthio)pyrido[4,3-d]pyrimidine